2,3',3,4'-biphenyl-tetracarboxylic acid C1(=C(C(=CC=C1)C(=O)O)C(=O)O)C1=CC(=C(C=C1)C(=O)O)C(=O)O